C1=NC=CC2=CC=C(C=C12)CN1CCCC1 (3S)-1-[(isoquinolin-7-yl)methyl]pyrrolidin